N,N-dibutylaminomethyl-triethoxysilane C(CCC)N(CCCC)C[Si](OCC)(OCC)OCC